3-[5-(ethylsulfonyl)pyridin-3-yl]-3-[4-(7H-pyrrolo[2,3-d]pyrimidin-4-yl)-1H-pyrazol-1-yl]propanenitrile C(C)S(=O)(=O)C=1C=C(C=NC1)C(CC#N)N1N=CC(=C1)C=1C2=C(N=CN1)NC=C2